camphoric acid C(C1(C)C(C)(C)C(C(=O)O)CC1)(=O)O